C1(CC1)CNCC=1C=C(C(N(C1C)C1=CC(=CC=C1)C(F)(F)F)=O)C(=O)NCC1=CC=C(C=C1)S(=O)(=O)C 5-{[(cyclopropylmethyl)amino]methyl}-6-methyl-N-[4-(methylsulfonyl)benzyl]-2-oxo-1-[3-(trifluoromethyl)phenyl]-1,2-dihydropyridine-3-carboxamide